NC1=NC(=C2N=CN(C2=N1)[C@H]1[C@]([C@@H]2OP(OC[C@H]2O1)(=O)OCC1=C(C(=O)OCC)C=CC=C1)(C)F)NC Ethyl 2-((((4aR,6R,7R,7aR)-6-(2-amino-6-(methylamino)-9H-purin-9-yl)-7-fluoro-7-methyl-2-oxidotetrahydro-4H-furo[3,2-d][1,3,2]dioxaphosphinin-2-yl)oxy)methyl)benzoate